1,3-dioxoisoindoline potassium salt [K].O=C1NC(C2=CC=CC=C12)=O